(cyanomethyl)-4-(5-methyl-2-((1-methyl-1H-pyrazol-3-yl)amino)pyrimidin-4-yl)benzamide C(#N)CC1=C(C(=O)N)C=CC(=C1)C1=NC(=NC=C1C)NC1=NN(C=C1)C